triethoxy-(4,4,5,5,6,6,7,7-octafluoro-10-triethoxysilyl-decyl)silane C(C)O[Si](CCCC(C(C(C(CCC[Si](OCC)(OCC)OCC)(F)F)(F)F)(F)F)(F)F)(OCC)OCC